6-(4-(Pyrrolidin-2-yl)phenyl)-1-(2-(tetrahydro-2H-pyran-4-yl)ethyl)-1H-imidazo[4,5-b]pyrazin N1C(CCC1)C1=CC=C(C=C1)C1=CN=C2C(=N1)N(C=N2)CCC2CCOCC2